OC1=CC=C(C=C1)C=CC(=O)C1=CC=C(C=C1)CS(=O)(=O)O [4-[3-(4-Hydroxyphenyl)prop-2-enoyl]phenyl]methanesulfonic acid